C(CCCCCCCCCCCCCCCCC)(=O)OCCCCCCCC\C=C/C[C@H](O)CCCCCC ricinoleyl stearate